FC1=C(C(=CC=C1C=1SC(=CC1)C)O)N1CC(NS1(=O)=O)=O 5-(2-fluoro-6-hydroxy-3-(5-methylthiophen-2-yl)phenyl)-1,2,5-thiadiazolidin-3-one 1,1-dioxide